4,4'-Bis[4-(di-p-tolylamino)phenylvinyl]biphenyl C1(=CC=C(C=C1)N(C1=CC=C(C=C1)C=CC1=CC=C(C=C1)C1=CC=C(C=C1)C=CC1=CC=C(C=C1)N(C1=CC=C(C=C1)C)C1=CC=C(C=C1)C)C1=CC=C(C=C1)C)C